(3-((2-(4-((4S,5R)-4,5-bis(4-chlorophenyl)-2-(2-isopropoxy-4-methoxyphenyl)-4,5-dihydro-1H-imidazole-1-carbonyl)piperazin-1-yl)ethyl)carbamoyl)phenyl)boronic acid ClC1=CC=C(C=C1)[C@@H]1N=C(N([C@@H]1C1=CC=C(C=C1)Cl)C(=O)N1CCN(CC1)CCNC(=O)C=1C=C(C=CC1)B(O)O)C1=C(C=C(C=C1)OC)OC(C)C